C(C)(C)(C)C1=CC=C(C=C1)C=1N=NC(=C(N1)C)C(=O)O 3-(4-(tert-butyl)phenyl)-5-methyl-1,2,4-triazine-6-carboxylic acid